ClC=1N=C2C(=NC1)N(C=C2C2=NC(=C(C(=N2)N[C@@H]2[C@H](C1CCC2CC1)C(=O)OCC)F)C=1SC=CC1)C(C1=CC=CC=C1)(C1=CC=CC=C1)C1=CC=CC=C1 (2S,3S)-ethyl 3-((2-(2-chloro-5-trityl-5H-pyrrolo[2,3-b]pyrazin-7-yl)-5-fluoro-6-(thiophen-2-yl)pyrimidin-4-yl)amino)bicyclo[2.2.2]octane-2-carboxylate